COC(=O)C=1N=NC(=CC1)CBr 6-(bromomethyl)pyridazine-3-carboxylic acid methyl ester